3-(benzenesulfonyl)propanamine C1(=CC=CC=C1)S(=O)(=O)CCCN